C(C[C@@H](C(=O)NO)N)CN=C(N)N The molecule is an arginine derivative obtained by formal condensation of the carboxy group of L-arginine with the amino group of hydroxylamine. It is a hydroxamic acid, a L-arginine derivative and a member of guanidines.